3-(5-((4-(3,3-Dimethylbutanoyl)-3-hydroxy-2-methylphenoxy)methyl)pyrazin-2-yl)-4-methoxybenzoic acid CC(CC(=O)C1=C(C(=C(OCC=2N=CC(=NC2)C=2C=C(C(=O)O)C=CC2OC)C=C1)C)O)(C)C